C(C)OC(=O)C=1C=NN(C1N)C1(CC1)C 5-amino-1-(1-methylcyclopropyl)-1H-pyrazole-4-carboxylic acid ethyl ester